CN1N=C(N=N1)C=1C=C(C(=O)N)C=CC1 3-(2-methyl-2H-tetrazol-5-yl)benzamide